7-(3-(8-methoxy-3,4-dihydrobenzofuro[2,3-c]pyridin-2(1H)-yl)propoxy)quinoline COC1=CC=CC2=C1OC=1CN(CCC12)CCCOC1=CC=C2C=CC=NC2=C1